[B].[Si].[Cr].[C].[Fe] iron carbon chromium silicon boron